Cl.C1=C(C=CC2=CC=CC=C12)CNCC1=CC=CC=C1 2-naphthylmethylbenzylamine hydrochloride